3-bromo-5-((phenethyl-imino)methyl)phenol BrC=1C=C(C=C(C1)C=NCCC1=CC=CC=C1)O